COC1=CC2=C(N(C=N2)C(=O)NCCC2=CC=CC=C2)C=C1 5-methoxy-N-phenylethyl-1H-benzo[d]Imidazole-1-carboxamide